OC1(CCNCC1)CC(=O)OCCCC butyl 2-(4-hydroxy-4-piperidyl)acetate